5,6-difluoro-1H-quinazolin-2-one FC1=C2C=NC(NC2=CC=C1F)=O